di(n-heptanoyl) peroxide C(CCCCCC)(=O)OOC(CCCCCC)=O